(2S,4R)-N-[(1-methylindole-5-yl)methyl]-4-(p-tolylmethyl)pyrrolidine-2-carboxamide CN1C=CC2=CC(=CC=C12)CNC(=O)[C@H]1NC[C@@H](C1)CC1=CC=C(C=C1)C